(Z)-3-((1H-pyrrol-2-yl)methylene)-5-((2-chloro-5-fluorobenzyl)amino)indolin-2-one N1C(=CC=C1)\C=C\1/C(NC2=CC=C(C=C12)NCC1=C(C=CC(=C1)F)Cl)=O